ClC=1C=CC(=NC1)[C@@]1(OC2=C(O1)C=CC=C2N2[C@@H]1CC[C@H]1NCC2)C (1R,6R)-2-((S)-2-(5-chloropyridin-2-yl)-2-methylbenzo[d][1,3]dioxol-4-yl)-2,5-diazabicyclo[4.2.0]octane